OC[C@@H](C1=CC=C(C=C1)O)NC(OC(C)(C)C)=O (R)-tert-butyl (2-hydroxy-1-(4-hydroxyphenyl)ethyl)carbamate